2-{3-[(1,3-benzothiazol-2-yl)amino]-5H,6H,7H,8H-pyrido[2,3-c]pyridazin-8-yl}-1,3-thiazole-4-carboxylic acid S1C(=NC2=C1C=CC=C2)NC2=CC1=C(N=N2)N(CCC1)C=1SC=C(N1)C(=O)O